2-((3S,4R)-3-amino-4-fluoropyrrolidin-1-yl)-N-(benzo[d][1,3]dioxol-5-yl(5-chloro-8-hydroxyquinolin-7-yl)methyl)acetamide N[C@H]1CN(C[C@H]1F)CC(=O)NC(C1=CC(=C2C=CC=NC2=C1O)Cl)C1=CC2=C(OCO2)C=C1